BrC=1C(=NN(C1C)C1CC2(CN(C2)C(=O)OC(C)(C)C)C1)N1CC(CC1)C=1C=NC=CC1 Tert-butyl 6-(4-bromo-5-methyl-3-(3-(pyridin-3-yl)pyrrolidin-1-yl)-1H-pyrazol-1-yl)-2-azaspiro[3.3]heptane-2-carboxylate